2-(((S)-1-(1H-tetrazol-1-yl)propan-2-yl)oxy)-4-(2-((3-(2-(difluoromethoxy)ethoxy)-1-((1r,4r)-4-morpholinocyclohexyl)-1H-pyrazol-4-yl)amino)pyrimidin-5-yl)benzonitrile N1(N=NN=C1)C[C@H](C)OC1=C(C#N)C=CC(=C1)C=1C=NC(=NC1)NC=1C(=NN(C1)C1CCC(CC1)N1CCOCC1)OCCOC(F)F